C(N)(=O)C=1C=C2C(=CN=C(C2=CC1OC)OC[C@H]1NC([C@H]([C@H]1CC)F)=O)C#CC1=CC=C(C(=O)OC)C=C1 methyl 4-[2-[6-carbamoyl-1-[[(2S,3S,4S)-3-ethyl-4-fluoro-5-oxopyrrolidin-2-yl] methoxy]-7-methoxy-4-isoquinolyl]ethynyl]benzoate